[4-(5-tert-butyl-1,2,4-oxadiazol-3-yl)-3-(trifluoromethyl)phenyl]-[4-(5-chlorooxazolo[4,5-b]pyridin-2-yl)piperazin-1-yl]methanone C(C)(C)(C)C1=NC(=NO1)C1=C(C=C(C=C1)C(=O)N1CCN(CC1)C=1OC=2C(=NC(=CC2)Cl)N1)C(F)(F)F